bis(methyldiphenylsilyl)sulfamoyl fluoride C[Si](C1=CC=CC=C1)(C1=CC=CC=C1)N(S(=O)(=O)F)[Si](C)(C1=CC=CC=C1)C1=CC=CC=C1